(S)-2-((((9H-fluoren-9-yl)methoxy)carbonyl)amino)-3-(dimethylamino)propanoic acid C1=CC=CC=2C3=CC=CC=C3C(C12)COC(=O)N[C@H](C(=O)O)CN(C)C